ClC1=CC=C(C=C1)N1C(=NN=C1[C@@H]1CC[C@H](CC1)OC1=NC=CC=C1)CN(C(OC(C)(C)C)=O)C trans-tert-butyl ((4-(4-chlorophenyl)-5-(4-(pyridin-2-yloxy)cyclohexyl)-4H-1,2,4-triazol-3-yl)methyl)(methyl)carbamate